1-(Benzyloxycarbonylsulfamoyl)-3-(1-methylsulfonyl-4-piperidinyl)pyrrole-2-carboxylic acid benzyl ester C(C1=CC=CC=C1)OC(=O)C=1N(C=CC1C1CCN(CC1)S(=O)(=O)C)S(NC(=O)OCC1=CC=CC=C1)(=O)=O